3-bromo-1-iodo-N-methyl-6,8-dihydro-5H-imidazo[1,5-a]pyrazine-7-carboxamide BrC1=NC(=C2N1CCN(C2)C(=O)NC)I